C(C(C)C)C1=CC=C(C=C1)C(C(=O)OCCN(CC)CC)C diethylaminoethyl 2-(p-isobutylphenyl)propionate